methyl 3-fluoro-4-((N-(3-(trifluoromethyl)phenyl)methylsulfonamido)methyl)benzoate FC=1C=C(C(=O)OC)C=CC1CN(S(=O)(=O)C)C1=CC(=CC=C1)C(F)(F)F